methyl 5-bromobenzo[d][1,3]dioxolate BrC1=CC2=C(OC(O2)C(=O)OC)C=C1